butyl 6-[2-(trifluoromethyl)pyrimidin-5-yl]-2-azaspiro[3.3]heptane-2-carboxylate FC(C1=NC=C(C=N1)C1CC2(CN(C2)C(=O)OCCCC)C1)(F)F